[2-[(4-methylsulfonylpiperazin-1-yl)methyl]-7-morpholino-thieno[2,3-c]pyridin-5-yl]pyrimidin-2-amine CS(=O)(=O)N1CCN(CC1)CC1=CC=2C(=C(N=C(C2)C2=NC(=NC=C2)N)N2CCOCC2)S1